NC(C(=O)O)CCC(C(=O)O)N 2,5-diaminoadipic acid